N-[[3-[6-fluoro-7-(2-fluoro-6-hydroxy-phenyl)-4-[(2S)-2-methyl-4-prop-2-enyl-piperazin-1-yl]-2-oxo-pyrido[2,3-d]pyrimidin-1-yl]-2,4-dimethyl-phenyl]methyl]pentanamide FC1=CC2=C(N(C(N=C2N2[C@H](CN(CC2)CC=C)C)=O)C=2C(=C(C=CC2C)CNC(CCCC)=O)C)N=C1C1=C(C=CC=C1O)F